FC1=C(OC2=C(C=C(C=C2)NS(=O)(=O)CC)C2=CC=[N+](C(=C2)C)[O-])C=CC(=C1)F 4-(2-(2,4-difluorophenoxy)-5-(ethylsulfonylamino)phenyl)-6-methylpyridine 1-oxide